tert-butyl (2-(2-hydroxy ethoxy)ethyl)carbamate OCCOCCNC(OC(C)(C)C)=O